2-Chloroquinazolin-4-one ClC1=NC2=CC=CC=C2C(N1)=O